C(C)(C)(C)OC(N(C1=CC=CC=C1)CC=O)=O tert-butyl(2-oxoethyl)(phenyl)carbamate